C(C)(=O)C1=NN=NN1 acetyltetrazole